C1(CC1)C=1C=C(OC=2C(=C(N=NC2)O)C(=O)NCC(F)C2=C(C=C(C=C2)Cl)Cl)C=CC1 5-(3-cyclopropylphenoxy)-N-[2-(2,4-dichlorophenyl)-2-fluoro-ethyl]-3-hydroxy-pyridazine-4-carboxamide